FC=1C(=NC(=NC1)NC1=CC=C(C(=O)OC)C=C1)NC1=CC=C(C=C1)C(NC1=CC=CC=C1)=O methyl 4-[[5-fluoro-4-[4-(phenylcarbamoyl)anilino]pyrimidin-2-yl]amino]benzoate